tert-butyl (2,5-dimethoxy-4-(5,5,5-trifluoropentyl)phenethyl)carbamate COC1=C(CCNC(OC(C)(C)C)=O)C=C(C(=C1)CCCCC(F)(F)F)OC